5,5,6,6,7,7,8,8,9,9,10,10,11,11,11-pentadecafluoro-3,3-diphenyl-2-(phenylamino)undecanoic acid ethyl ester C(C)OC(C(C(CC(C(C(C(C(C(C(F)(F)F)(F)F)(F)F)(F)F)(F)F)(F)F)(F)F)(C1=CC=CC=C1)C1=CC=CC=C1)NC1=CC=CC=C1)=O